ClC=1C(=NC(=C(C1)F)C=1C=C2C=CNC2=CC1)C(=O)O 3-Chloro-5-fluoro-6-(1H-indol-5-yl)picolinic acid